C1=CC(=CC=2OC3=CC=CC=C3SC12)C(=O)NCC(=O)N1C(CCC1)C(=O)N ((phenoxathiine-3-carbonyl)glycyl)pyrrolidine-2-carboxamide